N-(1-((1R,4R)-4-((3,9-diazaspiro[5.5]undec-3-yl)methyl)cyclohexyl)-3-(difluoromethyl)-1H-pyrazol-4-yl)-5-morpholinopyrazolo[1,5-a]pyrimidine-3-carboxamide C1CN(CCC12CCNCC2)CC2CCC(CC2)N2N=C(C(=C2)NC(=O)C=2C=NN1C2N=C(C=C1)N1CCOCC1)C(F)F